3-(5-((4-(2,3-dichlorophenyl)-1,4-diazepan-1-yl)methyl)-1-oxoisoindolin-2-yl)piperidine-2,6-dione ClC1=C(C=CC=C1Cl)N1CCN(CCC1)CC=1C=C2CN(C(C2=CC1)=O)C1C(NC(CC1)=O)=O